C(C)OC(=O)C1=CC=2C=CN3C=CN=C3C2N1 3,6,12-triazatricyclo[7.3.0.02,6]dodeca-1(9),2,4,7,10-penta-ene-11-carboxylic acid ethyl ester